O1C(CCCC1)OCCCN1N=CC=C1C(=O)N 2-(3-tetrahydropyran-2-yloxypropyl)pyrazole-3-carboxamide